Cl.N[C@H]1[C@@H](C1)C1=CC(=CS1)C(=O)NC1CCC(CC1)(F)F 5-((1R,2R)-2-aminocyclopropyl)-N-(4,4-difluorocyclohexyl)thiophene-3-carboxamide Hydrochloride